Aminoethyl-Morpholine NCCN1CCOCC1